2-trifluoroethylbutyl carbamate C(N)(OCC(CC)CC(F)(F)F)=O